ClC1=C(C=CC=C1OCCO)C(C)=O 1-(2-chloro-3-(2-hydroxyethoxy)phenyl)ethanone